(R)-6-bromo-2-methyl-N-(1-(2-methyl-3-(trifluoromethyl)phenyl)ethyl)quinolin-4-amine BrC=1C=C2C(=CC(=NC2=CC1)C)N[C@H](C)C1=C(C(=CC=C1)C(F)(F)F)C